NC1=C(C(=NN1C1CC(C1)(C)O)C1=CC=C2C(=CC(=NC2=C1)C1=C(C=CC=C1)F)OC)C#N 5-amino-3-(2-(2-fluorophenyl)-4-methoxyquinolin-7-yl)-1-((1s,3s)-3-hydroxy-3-methylcyclobutyl)-1H-pyrazole-4-carbonitrile